FC(C=1C=C2C(=CC1)NC(C21CCN(CC1)CCOC=1C=NC=2N(C(CCC2C1)=O)[C@@H]1C[C@@H](C1)CO)=O)F 5-(difluoromethyl)-1'-[2-({7-oxo-8-[(cis)-3-(hydroxymethyl)cyclobutyl]-5,6,7,8-tetrahydro-1,8-naphthyridin-3-yl}oxy)ethyl]-1,2-dihydrospiro[indole-3,4'-piperidin]-2-one